Dimethyl N-t-butoxycarbonyl-L-glutamate C(C)(C)(C)OC(=O)N[C@@H](CCC(=O)OC)C(=O)OC